4-((2-(2-(4-Chlorophenyl)propan-2-yl)thiazol-4-yl)methoxy)-6-methoxybenzofuran ClC1=CC=C(C=C1)C(C)(C)C=1SC=C(N1)COC1=CC(=CC2=C1C=CO2)OC